COC1=C(C=CC=C1)C1(CC1)C1=CN=C(S1)N 5-[1-(2-methoxyphenyl)cyclopropyl]thiazol-2-amine